C(C1=CC=CC=C1)(=O)O[Sn](C1=CC=CC=C1)(C1=CC=CC=C1)C1=CC=CC=C1 benzoyloxytriphenyltin